ClC=1N=C(SC1CC1=CC(=CC=C1)F)NC(=O)C1=NN(C(CC1)=O)C N-(4-chloro-5-(3-fluorobenzyl)thiazol-2-yl)-1-methyl-6-oxo-1,4,5,6-tetrahydropyridazine-3-carboxamide